3-hydroxy-N-(quinolin-8-yl)pyridine-2-sulfonamide OC=1C(=NC=CC1)S(=O)(=O)NC=1C=CC=C2C=CC=NC12